2-[(2E)-2-(aminomethyl)-3-fluoroprop-2-en-1-yl]-4-{5-[4-(1H-1,2,4-triazol-3-yl)phenyl]pyrazin-2-yl}-2,4-dihydro-3H-1,2,4-triazol-3-one NC/C(/CN1N=CN(C1=O)C1=NC=C(N=C1)C1=CC=C(C=C1)C1=NNC=N1)=C\F